BrC=1C(=C2C(=CC1)C(N(CC21CC1)CC(=O)NC1=NC=C(C=N1)C#N)=O)F 2-(6-bromo-5-fluoro-1-oxospiro[3H-isoquinoline-4,1'-cyclopropane]-2-yl)-N-(5-cyanopyrimidin-2-yl)acetamide